(S)-(4-{[5-chloro-7-(dimethylamino)-[1,2,4]triazolo[1,5-a]pyrimidin-6-yl]methyl}phenyl)(imino)methyl-λ6-sulfanone ClC1=NC=2N(C(=C1CC1=CC=C(C=C1)[SH2](=O)C=N)N(C)C)N=CN2